ClC=1C(=CC2=CN(N=C2C1)C)N=C1NC(N(C(N1CC1=C(C=C(C(=C1)F)F)F)=O)CC1=NN(C=N1)C)=O 2-[(6-chloro-2-methylindazol-5-yl)imino]-5-[(1-methyl-1,2,4-Triazol-3-yl)methyl]-4,6-dioxo-3-[(2,4,5-trifluorophenyl)methyl]-1,3,5-triazine